ANTI-FOLATE C(CC[C@@H](C(=O)O)NC(=O)C1=CC=C(NCC2=CN=C3N=C(N)NC(=O)C3=N2)C=C1)(=O)[O-]